C(C1=CC=CC=C1)N[C@@H](C(=O)O)CC=1C=C2C=NNC2=C(C1)C (R)-2-(benzylamino)-3-(7-methyl-1H-indazol-5-yl)propionic acid